tert-butyl 4-(1-(3-bromo-2-carbamoylphenyl)-3,3-dimethyl-2-oxoindolin-6-yl)-2,2-dimethylpiperazine-1-carboxylate BrC=1C(=C(C=CC1)N1C(C(C2=CC=C(C=C12)N1CC(N(CC1)C(=O)OC(C)(C)C)(C)C)(C)C)=O)C(N)=O